3-(Benzyloxy)propane-1-sulfonyl chloride C(C1=CC=CC=C1)OCCCS(=O)(=O)Cl